2-Chloro-6-(2,4-dichlorophenyl)-N-(4-nitrophenethyl)chinolin-4-amin ClC1=NC2=CC=C(C=C2C(=C1)NCCC1=CC=C(C=C1)[N+](=O)[O-])C1=C(C=C(C=C1)Cl)Cl